C(C)N[C@@H](CO)C(=O)O ethylserine